N-butylpyrrolidinium C(CCC)[NH+]1CCCC1